4,4,4-trifluoro-1-(o-tolyl)but-2-yn-1-ol tert-butyl-4-[2-[benzyl(methyl)amino]ethoxy]piperidine-1-carboxylate C(C)(C)(C)C1N(CCC(C1)OCCN(C)CC1=CC=CC=C1)C(=O)OC(C#CC(F)(F)F)C1=C(C=CC=C1)C